tert-butyl N-[4-(2-nitrobenzenesulfonamido)butan-2-yl]carbamate [N+](=O)([O-])C1=C(C=CC=C1)S(=O)(=O)NCCC(C)NC(OC(C)(C)C)=O